[Si](C)(C)(C(C)(C)C)OC1=CC=C(C=C1)C(C(C)N1CCC(CC1)CC(=O)OCC)O ethyl 2-(1-(1-(4-((tert-butyldimethylsilyl)oxy)phenyl)-1-hydroxypropan-2-yl)piperidin-4-yl)acetate